2,3-difluoro-N-[4-fluoro-5-(2-morpholin-4-ylpyrimidin-5-yl)-2-[rac-(3R,5S)-3,4,5-trimethylpiperazin-1-yl]phenyl]-5-hydroxybenzamide FC1=C(C(=O)NC2=C(C=C(C(=C2)C=2C=NC(=NC2)N2CCOCC2)F)N2C[C@H](N([C@H](C2)C)C)C)C=C(C=C1F)O |r|